COC(=O)C=1N=C(SC1CNCC1=C(C=C(C=C1)OC)OC)C1=NC(=NC=C1C)SC (((2,4-dimethoxybenzyl)amino)methyl)-2-(5-methyl-2-(methylthio)pyrimidin-4-yl)thiazole-4-carboxylic acid methyl ester